(S)-7-((6-amino-5-(hydroxymethyl)pyridin-2-yl)methyl)-4-(cyclopropylethynyl)-4-(trifluoromethyl)-3,4-dihydroquinazolin-2(1H)-one NC1=C(C=CC(=N1)CC1=CC=C2[C@](NC(NC2=C1)=O)(C(F)(F)F)C#CC1CC1)CO